1-tert-butyl 3-methyl 3-methylpiperidine-1,3-dicarboxylate CC1(CN(CCC1)C(=O)OC(C)(C)C)C(=O)OC